trans-N-(4-((5-Chloropyridin-3-yl)oxy)cyclohexyl)-3-(4-chlorophenoxy)-2,2-dimethylpropionamide ClC=1C=C(C=NC1)O[C@@H]1CC[C@H](CC1)NC(C(COC1=CC=C(C=C1)Cl)(C)C)=O